The molecule is an indole alkaloid that is the 1,2-dehydro derivative of geissoschizoline. Isolated from Geissospermum sericeum, it exhibits antiplasmodial activity. It has a role as a metabolite and an antiplasmodial drug. It is an indole alkaloid, an organic heteropentacyclic compound and a primary alcohol. CC[C@@H]1CN2CC[C@@]34[C@@H]2C[C@@H]1[C@@H](C3=NC5=CC=CC=C45)CO